FC1=CC2=C(N=CS2)C=C1NC1=C2C(=NC=C1)SC(=C2)C2CCN(C21COCC1)C 6-fluoro-N-(2-(1-methyl-7-oxa-1-azaspiro[4.4]nonan-4-yl)thieno[2,3-b]pyridin-4-yl)benzo[d]thiazol-5-amine